NC=1C=C(C=CC1OC)C1(CC1)CC#N 2-[1-(3-amino-4-methoxyphenyl)cyclopropyl]acetonitrile